2-(3-cyclopropyl-4-ethoxy-6-oxopyridazin-1(6H)-yl)acetic acid C1(CC1)C1=NN(C(C=C1OCC)=O)CC(=O)O